3-(((tert-butyldimethylsilyl)oxy)methyl)tetrahydro-1H-pyrrolizine [Si](C)(C)(C(C)(C)C)OCC1CCC2=CCCN12